2-amino-5-bromo-N-isopropylnicotinamide CC(C)NC(=O)C1=C(N=CC(=C1)Br)N